NC=1C=CC(=C2CN(C(C12)=O)CC(C#N)=C)C1=CC=2N(C=C1)N=CC2C2=CSC=C2 2-({7-amino-1-oxo-4-[3-(thiophen-3-yl)pyrazolo[1,5-a]pyridin-5-yl]-2,3-dihydro-1H-isoindol-2-yl}methyl)prop-2-enenitrile